benzyl 2,2-dimethyl-4-oxobutyrate CC(C(=O)OCC1=CC=CC=C1)(CC=O)C